COC(CC1=CC=NN1)=O.FC1=C(C=C(C=C1)N1N=C(C=C1)CC(=O)OC)OC methyl 2-[1-(4-fluoro-3-methoxyphenyl)-1H-pyrazol-3-yl]acetate Methyl-2-(1H-pyrazol-5-yl)acetate